1-[4-(2,3-Dimethylphenyl)piperazin-1-yl]-2-{3-[4-(hydroxyacetyl)piperazin-1-carbonyl]-5,6-dihydrocyclopenta[c]pyrazol-1(4H)-yl}ethan-1-on CC1=C(C=CC=C1C)N1CCN(CC1)C(CN1N=C(C2=C1CCC2)C(=O)N2CCN(CC2)C(CO)=O)=O